ClC1=C(C=CC(=C1)F)C1=CC(=C(C(=N1)C(CCC(=O)O)=O)O)C#N 4-[6-(2-Chloro-4-fluoro-phenyl)-4-cyano-3-hydroxy-pyridin-2-yl]-4-oxo-butyric acid